OC(CC=CC=CC=CC=CC=CC(=O)O)C(CCCCCCCC)O 13,14-dihydroxy-docosapentaenoic acid